(S)-4-chloro-N-((4-(cyclopropylethynyl)-4-(1,1-difluoroethyl)-6-fluoro-2-oxo-1,2,3,4-tetrahydroquinazolin-7-yl)methyl)-1H-imidazole-5-carboxamide ClC=1N=CNC1C(=O)NCC1=C(C=C2[C@](NC(NC2=C1)=O)(C(C)(F)F)C#CC1CC1)F